5-difluoromethyl-1,3,4-thiadiazole-2-amine FC(C1=NN=C(S1)N)F